(R)-3-(2-fluoro-3-methylphenyl)isoxazolidine FC1=C(C=CC=C1C)[C@@H]1NOCC1